(3R,4R)-4-(((3-isopropyl-7-((4-(3-methoxypyridin-2-yl)benzyl)amino)pyrazolo[1,5-a]pyrimidin-5-yl)amino)methyl)piperidin-3-ol Hydrogen chloride Cl.C(C)(C)C=1C=NN2C1N=C(C=C2NCC2=CC=C(C=C2)C2=NC=CC=C2OC)NC[C@@H]2[C@H](CNCC2)O